N1=C(C=CC=C1)N1CCN(CC1)C(=O)C=1C=C(CN2C(NC(C3=CC=CC=C23)=O)=O)C=CC1 1-(3-(4-(pyridin-2-yl)piperazine-1-carbonyl)benzyl)quinazoline-2,4(1H,3H)-dione